6-((4-((5-Cyclopropyl-3-(3,5-dichloropyridin-4-yl)isoxazol-4-yl)methoxy)bicyclo[2.2.2]octan-1-yl)ethynyl)-1H-indazol C1(CC1)C1=C(C(=NO1)C1=C(C=NC=C1Cl)Cl)COC12CCC(CC1)(CC2)C#CC2=CC=C1C=NNC1=C2